ClC1=NC=C(C(=C1F)C1=C(C=NC(=C1)C)C(=O)NC=1SC=2CNCCC2N1)OC 2'-chloro-3'-fluoro-5'-methoxy-6-methyl-N-(4,5,6,7-tetrahydrothiazolo[5,4-c]pyridin-2-yl)-[4,4'-bipyridine]-3-carboxamide